[Cl-].C(C=C)N1C(=NC=C1)C 1-allyl-methylimidazole chloride salt